2-isopropenylboronic acid pinacol ester B1(OC(C(O1)(C)C)(C)C)C(=C)C